ClC1=C(C[N+]#[C-])C(=CC=C1)F 2-CHLORO-6-FLUOROBENZYLISOCYANIDE